methyl 2-(7-nitro-2-oxo-2,3-dihydro-1H-benzo[d]imidazol-1-yl)acetate [N+](=O)([O-])C1=CC=CC2=C1N(C(N2)=O)CC(=O)OC